C(C1CO1)C=1C2=CC=CC=C2C(=C2C=CC=CC12)CC1CO1 9,10-diglycidyl-anthracene